ClC=1C(=NC(=NC1)NC1=CC=C(C=C1)N1CCN(CC1)C)N1C=C(C=C1)C(=O)NCC1CC1 1-(5-Chloro-2-((4-(4-methylpiperazin-1-yl)phenyl)amino)pyrimidin-4-yl)-N-(cyclopropylmethyl)-1H-pyrrole-3-carboxamide